(R)-2-chloro-5-methyl-7a,8,9,10-tetrahydro-5H-pyrimido[5,4-b]pyrrolo[1,2-d][1,4]diazepin-6(7H)-one ClC=1N=CC=2N(C(C[C@@H]3N(C2N1)CCC3)=O)C